N1=CC(=CC=C1)C1CCC(O1)=O 5-(3-pyridyl)dihydrofuran-2(3H)-one